ICCC1C2C=CC(C1)C2 5-(2-iodoethyl)bicyclo[2.2.1]hept-2-ene